tert-butyl 2-(5-amino-2-oxopyridin-1(2H)-yl)acetate NC=1C=CC(N(C1)CC(=O)OC(C)(C)C)=O